trimethoxytriphenylamine COC1=C(C(=C(C=C1)N(C1=CC=CC=C1)C1=CC=CC=C1)OC)OC